NC1=C(C=C(C=2C(C3=CC=CC=C3C(C12)=O)=O)NC1=CC=CC2=CC=CC=C12)S(=O)(=O)O.FC(C(=O)C1=CC2=CC=CC=C2C=C1)(F)F 2,2,2-trifluoro-1-(2-naphthyl)ethanone 1-amino-4-[1-naphthylamino]-9,10-dioxo-9,10-dihydroanthracene-2-sulfonate